4-chloro-N-(5-((4-fluorophenyl)ethynyl)-3-methylpyridin-2-yl)-1-(cis-4-isobutyramidocyclohexyl)-1H-pyrazole-5-carboxamide ClC=1C=NN(C1C(=O)NC1=NC=C(C=C1C)C#CC1=CC=C(C=C1)F)[C@@H]1CC[C@@H](CC1)NC(C(C)C)=O